COC(C(C=1C=NC(=CC1)N(C)C(C)C)N)=O amino-2-(6-(isopropyl-(methyl)amino)pyridin-3-yl)acetic acid methyl ester